N-(4-(4-amino-1-(6-(4-(dimethoxymethyl)piperidin-1-yl)pyridin-3-yl)-1H-pyrazolo[3,4-d]pyrimidin-3-yl)benzyl)-5-fluoro-2-methoxybenzamide NC1=C2C(=NC=N1)N(N=C2C2=CC=C(CNC(C1=C(C=CC(=C1)F)OC)=O)C=C2)C=2C=NC(=CC2)N2CCC(CC2)C(OC)OC